4-Piperidyl-[(3S)-3-pyrimidin-5-ylisoxazolidin-2-yl]methanone TFA salt Tert-butyl-4-[(3S)-3-pyrimidin-5-ylisoxazolidine-2-carbonyl]piperidine-1-carboxylate C(C)(C)(C)OC(=O)N1CCC(CC1)C(=O)N1OCC[C@H]1C=1C=NC=NC1.OC(=O)C(F)(F)F.N1CCC(CC1)C(=O)N1OCC[C@H]1C=1C=NC=NC1